C(C1=CC=CC=C1)N1N=CC(=C1C)C1=C(C=C(C=C1)NC([C@H](C(C1=CC=CC=C1)C1=CC=CC=C1)NC(=O)C1=CC=NN1C)=O)F (S)-N-(1-((4-(1-benzyl-5-methyl-1H-pyrazol-4-yl)-3-fluorophenyl)amino)-1-oxo-3,3-diphenylpropan-2-yl)-1-methyl-1H-pyrazole-5-carboxamide